2-(3-fluoro-2-isopropylphenyl)-9-([4-[5-methyl-3-(trifluoromethyl)pyrazol-1-yl]phenyl]methyl)-7H-purin-8-one FC=1C(=C(C=CC1)C1=NC=C2NC(N(C2=N1)CC1=CC=C(C=C1)N1N=C(C=C1C)C(F)(F)F)=O)C(C)C